FC(C(=O)[O-])(F)F.[Ag+] silver trifluoroacetate